3-(1-cyanocyclopropyl)-N-[1-[2-[5-(2,2,2-trifluoroethoxy)-2-pyridyl]-1,2,4-triazol-3-yl]ethyl]-5-(trifluoromethyl)benzamide C(#N)C1(CC1)C=1C=C(C(=O)NC(C)C=2N(N=CN2)C2=NC=C(C=C2)OCC(F)(F)F)C=C(C1)C(F)(F)F